CS(=O)(=O)CCC1(NC(=NC=C1C(F)(F)F)N)N 4-(2-(methylsulfonyl)ethyl)-5-(trifluoromethyl)pyrimidine-2,4-diamine